ClC1=C(CNCCC2=C(C=CC(=C2)OC)OC)C=CC=C1Cl N-(2,3-dichlorobenzyl)-2-(2,5-dimethoxyphenyl)ethan-1-amine